BrC1=CC(=C(CNC(OC(C)(C)C)=O)C=C1)F tert-butyl (4-bromo-2-fluorobenzyl)carbamate